FC1C2(C(=C(C(C1)(C2)CCBr)F)F)F tetrafluorobromoethylnorbornene